Cl.CN1N=C(C2=CC=C(C=C12)N1C2(CCC2)CC(CC1)NC)C1C(NC(CC1)=O)=O 3-[1-methyl-6-[8-(methylamino)-5-azaspiro[3.5]nonan-5-yl]indazol-3-yl]piperidine-2,6-dione hydrochloride